4-((2,5-dimethyl-4,5-dihydro-2H-pyrazolo[4,3-c]quinolin-6-yl-4,4-d2)amino)-N-(methyl-d3)-6-(3-methylureido)pyridazine-3-carboxamide CN1N=C2C(C(N(C=3C(=CC=CC23)NC2=C(N=NC(=C2)NC(=O)NC)C(=O)NC([2H])([2H])[2H])C)([2H])[2H])=C1